C(C)(C)(C)C1CCC2(OCCO2)CC1 8-tert-butyl-1,4-dioxaspiro[4.5]decane